COC1=NNC=C1[N+](=O)[O-] 3-Methoxy-4-nitro-1H-pyrazole